4-Vinylbenzenesulfonic Acid Sodium Salt Hydrate O.[Na+].C(=C)C1=CC=C(C=C1)S(=O)(=O)[O-]